NC=1C=CC(=NC1)C=1C(=NC=CN1)C(C)=O 1-[3-(5-amino-2-pyridinyl)pyrazin-2-yl]ethanone